(R)-3-amino-2-(hydroxymethyl)propionic acid NC[C@@H](C(=O)O)CO